(6-(2H-tetrazol-5-yl)pyridin-2-yl)-2-hydroxy-N,N-bis(4-methoxybenzyl)propane-1-sulfonamide N=1NN=NC1C1=CC=CC(=N1)C(C(C)O)S(=O)(=O)N(CC1=CC=C(C=C1)OC)CC1=CC=C(C=C1)OC